CN(CCCOC1=C(C=C(C=C1)NC(=O)NC1=CC=C(C=C1)F)C=1N(N=CC1)C)C 1-[4-(3-Dimethylamino-propoxy)-3-(2-methyl-2H-pyrazol-3-yl)-phenyl]-3-(4-fluoro-phenyl)-urea